tert-butyl ((S)-1-(((S)-1-((4-(((tert-butyldimethylsilyl)oxy)methyl)-3-nitrophenyl)amino)-1-oxo-5-ureidopentan-2-yl)amino)-3-methyl-1-oxobutan-2-yl)carbamate [Si](C)(C)(C(C)(C)C)OCC1=C(C=C(C=C1)NC([C@H](CCCNC(=O)N)NC([C@H](C(C)C)NC(OC(C)(C)C)=O)=O)=O)[N+](=O)[O-]